(E)-3-phenylpropa-2-enoic acid 3,7-dimethyloct-1,6-dien-3-yl ester (linalyl cinnamate) C(C)(C=C)(CCC=C(C)C)C(C(=O)O)=CC1=CC=CC=C1.CC(C=C)(CCC=C(C)C)OC(\C=C\C1=CC=CC=C1)=O